3-methyl-11-oxo-10,11-dihydrodibenzo[b,f][1,4]Oxazepine-7-carbaldehyde CC1=CC2=C(C(NC3=C(O2)C=C(C=C3)C=O)=O)C=C1